COC1=NC=CC(=C1)C1=NSC(=C1)\C(\C)=N\[S@@](=O)C(C)(C)C (S,E)-N-(1-(3-(2-methoxypyridin-4-yl)isothiazol-5-yl)ethylidene)-2-methylpropane-2-sulfinamide